COC(C1=CC(=CC(=C1)N)N)=O 3,5-diaminobenzoic acid methyl ester